Cl.N1C[C@H](CC1)[C@@H](C(=O)O)CC1=CC(=CC=C1)NCCCS(=O)(=O)O (2S)-2-[(3R)-Pyrrolidin-3-yl]-3-{3-[(3-sulfopropyl)amino]phenyl}propanoic acid hydrochloride